BrC=1C=CC2=CN(N=C2C1)[C@H]1CN(C[C@@H](C1)C)C |r| 6-Bromo-2-[rac-(3R,5R)-1,5-dimethyl-3-piperidyl]indazole